5-chloro-N-(3-chloro-5-(oxetan-3-yl)phenyl)-2-(1,1-dioxidoisothiazolidin-2-yl)isonicotinamide ClC1=CN=C(C=C1C(=O)NC1=CC(=CC(=C1)C1COC1)Cl)N1S(CCC1)(=O)=O